3-(2-aminoethoxy)-N-(3-((5-(1-(3,5-difluorophenyl)-3-(3,3-dimethylmorpholine-4-carbonyl)-7-methoxy-1,4-dihydrochromeno[4,3-c]pyrazol-8-yl)pyridin-3-yl)amino)propyl)propanamide NCCOCCC(=O)NCCCNC=1C=NC=C(C1)C1=CC2=C(C=C1OC)OCC1=C2N(N=C1C(=O)N1C(COCC1)(C)C)C1=CC(=CC(=C1)F)F